[Si](C)(C)(C(C)(C)C)OCCC[C@H]1[C@@H](C1)C1=C(C(=O)OC(C)(C)C)C=CC=C1 trans-tert-butyl 2-(2-(3-((tert-butyldimethylsilyl)oxy)propyl)cyclopropyl)benzoate